2-(4-bromo-3-methyl-phenyl)pyrrolidine BrC1=C(C=C(C=C1)C1NCCC1)C